OC1=CC=C(C=C2C(N(C(S2)=NN=C2C(NC3=CC=C(C=C23)Cl)=O)C2=CC=C(C=C2)Br)=O)C=C1 3-(2-(5-(4-hydroxybenzylidene)-3-(4-bromophenyl)-4-oxothiazolidin-2-ylidene)hydrazono)-5-chloro-1H-indol-2-one